diisocyanato-3,3'-dimethylbenzophenone N(=C=O)C1=C(C(=C(C(=O)C2=CC(=CC=C2)C)C=C1)N=C=O)C